2-(4-(5-Chloro-2-(4-chloro-1H-1,2,3-triazol-1-yl)phenyl)-2,5-dioxapiperazin-1-yl)-3-phenylpropionic acid tert-butyl ester C(C)(C)(C)OC(C(CC1=CC=CC=C1)N1OCN(OC1)C1=C(C=CC(=C1)Cl)N1N=NC(=C1)Cl)=O